Br.N1=C(C=CC=C1)C=1C(=NC=CC1)C(N)=S (pyridin-2-yl)pyridin-2-thioamide hydrobromide